NC=1SC=C(N1)C1=C(C=C(C=C1)O)O 4-(2-Aminothiazol-4-yl)benzene-1,3-diol